CC=1C(C2=CC=CC=C2C1CCC1=NN=NN1)CC1=CC=C(OC=2C=C(C#N)C=CC2)C=C1 3-(4-{[(1Z)-2-methyl-3-[2-(1H-1,2,3,4-tetrazol-5-yl)ethyl]-1H-inden-1-yl]methyl}phenoxy)benzonitrile